F[C@H]1[C@@H]2CCC[C@H](C[C@H]1N(C=1N=CC(=NC1)C1=C(C=C(C=C1)C=1C=NNC1)O)C)N2 2-(5-(((1S,2S,3R,5R)-2-fluoro-9-azabicyclo[3.3.1]nonan-3-yl)(methyl)amino)pyrazin-2-yl)-5-(1H-pyrazol-4-yl)phenol